ClC=1C=CC2=C(N=C(O2)C23CC(C2)(C3)NC(=O)C=3OC(=CC3)S(=O)(=O)C3CC3)C1 N-[3-(5-chloro-1,3-benzoxazol-2-yl)-1-bicyclo[1.1.1]pentanyl]-5-cyclopropylsulfonyl-furan-2-carboxamide